N[C@H](C(=O)O)CCCCNC(=O)[C@@H]1OCCC1 (2S)-2-amino-6-{[(2R)-tetrahydrofuran-2-ylcarbonyl]amino}hexanoic acid